N-phenyl-carbamic acid (ethylphenyl) ester C(C)C1=C(C=CC=C1)OC(NC1=CC=CC=C1)=O